ClCCS(=O)(=O)CCCC(=O)Cl chloroethylsulfonylbutyryl chloride